C(CCCCCCCCCCCCCCCCCCCCCCC)OC[C@@H](OCCCCCCCCCCCCCCCCCCCCCCCC)COP(=O)(O)OCC[N+](C)(C)C 1,2-Bis(tetracosyl)-sn-glycero-3-phosphorylcholine